(R)-5-{4-[4-(5,7-dimethyl-benzofuran-3-yl)-piperidine-1-carbonyl]-phenyl}-5-isopropyl-imidazolidine-2,4-dione CC=1C=C(C2=C(C(=CO2)C2CCN(CC2)C(=O)C2=CC=C(C=C2)[C@@]2(C(NC(N2)=O)=O)C(C)C)C1)C